4-(5-(3-Cyano-7-(1-methyl-1H-pyrazol-4-yl)imidazo[1,2-a]pyridin-5-yl)pyridin-2-yl)-N-isobutylpiperazine-1-carboxamide C(#N)C1=CN=C2N1C(=CC(=C2)C=2C=NN(C2)C)C=2C=CC(=NC2)N2CCN(CC2)C(=O)NCC(C)C